CC=1N=C(OC1N1[C@@H](CCC1)C#N)CCCC1=CC=CC=C1 (S)-1-(4-Methyl-2-(3-phenylpropyl)oxazol-5-yl)pyrrolidine-2-carbonitrile